6-((6-(Benzo[d]thiazol-2-ylamino)-5-methylpyridazin-3-yl)(methyl)amino)-3-(1-(cyclohexylmethyl)-5-methyl-1H-pyrazol-4-yl)picolinic acid S1C(=NC2=C1C=CC=C2)NC2=C(C=C(N=N2)N(C2=CC=C(C(=N2)C(=O)O)C=2C=NN(C2C)CC2CCCCC2)C)C